OCC1(OC2=C(C1)C=C(C(=C2)N2CCC(CC2)C(CC)=O)NC(=O)C=2C=NN1C2N=CC=C1)C N-(2-(hydroxymethyl)-2-methyl-6-(4-propionylpiperidin-1-yl)-2,3-dihydrobenzofuran-5-yl)pyrazolo[1,5-a]pyrimidine-3-carboxamide